(5R)-3-{2-chloro-4-fluoro-5-[3-methyl-2,6-dioxo-4-(trifluoromethyl)-3,6-dihydropyrimidin-1(2H)-yl]phenyl}-5-methyl-4,5-dihydro-1,2-oxazole-5-carboxylic acid ClC1=C(C=C(C(=C1)F)N1C(N(C(=CC1=O)C(F)(F)F)C)=O)C1=NO[C@](C1)(C(=O)O)C